tert-butyl (2-(2-(2-(2,5-dioxo-2,5-dihydro-1H-pyrrole-1-yl)ethoxy)ethoxy)ethyl)carbamate O=C1N(C(C=C1)=O)CCOCCOCCNC(OC(C)(C)C)=O